C(C1=CC=CC=C1)N1C[C@]2(C[C@@H]([C@](C1)(N2C(=O)OC(C)(C)C)C)OCOC)C tert-butyl (1R,5S,6S)-3-benzyl-6-(methoxymethoxy)-1,5-dimethyl-3,8-diazabicyclo[3.2.1]octane-8-carboxylate